1-((Decanoyloxy)(4-methoxyphenyl)methyl)-5-(4-(hexyloxy)-1,2,5-thiadiazol-3-yl)-1-methyl-1,2,3,6-tetrahydropyridin-1-ium iodide [I-].C(CCCCCCCCC)(=O)OC([N+]1(CCC=C(C1)C1=NSN=C1OCCCCCC)C)C1=CC=C(C=C1)OC